O=[SH+] oxosulfonium